tert-butyl ((S)-(7-((R*)-1-(2-(3,3-difluorocyclobutyl)acetamido)-2-ethoxyethyl)imidazo[1,2-b]pyridazin-2-yl)(4,4-difluorocyclohexyl)methyl)carbamate FC1(CC(C1)CC(=O)N[C@@H](COCC)C1=CC=2N(N=C1)C=C(N2)[C@H](C2CCC(CC2)(F)F)NC(OC(C)(C)C)=O)F |o1:9|